[N+](=O)([O-])C=1C(=NN(C1)COCC[Si](C)(C)C)C(C)=O 1-[4-Nitro-1-(2-trimethylsilanyl-ethoxymethyl)-1H-pyrazol-3-yl]-ethanone